C(CCC)C=1N(C(C(=C(N1)C)CC(=O)O)=O)CC1=CC(=C(C=C1)C1=C(C=CC=C1)S(N(COC)C1=NOC(=C1C)C)(=O)=O)COCC 2-(2-butyl-1-((2'-(N-(4,5-dimethylisoxazol-3-yl)-N-(methoxymethyl)sulfamoyl)-2-(ethoxymethyl)-[1,1'-biphenyl]-4-yl)methyl)-4-methyl-6-oxo-1,6-dihydropyrimidin-5-yl)acetic acid